BrC1=CC=C(C=C1)NC(=O)N[C@H](C(=O)NCC(=O)O)CCSC {[(2S)-2-{[(4-bromophenyl)carbamoyl]amino}-4-(methylsulfanyl)butanoyl]amino}acetic acid